heptan-1,7-diamine C(CCCCCCN)N